5-(2-methoxy-4-pyrimidinecarbonyl)amino-3-(1-methyl-piperidin-4-yl)pyrrolo[3,2-b]pyridine COC1=NC=CC(=N1)C(=O)NC1=CC=C2C(=N1)C(=CN2)C2CCN(CC2)C